CC1=C(C=CC(=C1)N1CCN(CC1)C)NC1=NC=CC(=C1)NC=1C=CC=C2CCN(C12)C(C)=O 1-(7-((2-((2-Methyl-4-(4-methylpiperazin-1-yl)phenyl)amino)pyridin-4-yl)amino)indolin-1-yl)ethan-1-one